C1(=CC=CC=C1)C(=S)C=1N2CCC(C2=CC1)C(=O)OC1=C(C=C(C=C1)C=1SSC(C1)=S)OC [2-methoxy-4-(5-sulfanylidenedithiol-3-yl)phenyl] 5-(benzenecarbothioyl)-2,3-dihydro-1H-pyrrolizine-1-carboxylate